ClC(C(=C)C1=CC=C(C=C1)C(C)=O)(F)F 1-(4-(3-chloro-3,3-difluoroprop-1-en-2-yl)phenyl)ethan-1-one